4-[1,1-Bis(4-hydroxyphenyl)hex-1-en-2-yl]phenol OC1=CC=C(C=C1)C(=C(CCCC)C1=CC=C(C=C1)O)C1=CC=C(C=C1)O